N-([1,1'-biphenyl]-4-yl)-3-(4,4,5,5-tetramethyl-1,3,2-dioxaborolan-2-yl)dibenzo[b,d]furan-2-amine C1(=CC=C(C=C1)NC1=CC2=C(OC3=C2C=CC=C3)C=C1B1OC(C(O1)(C)C)(C)C)C1=CC=CC=C1